3-[[2-chloro-4-[[5-(2,3-difluoro-4-methoxy-phenyl)-1-methyl-imidazole-2-carbonyl]amino]benzoyl]amino]pyrrolidine-1-carboxylic acid tert-butyl ester C(C)(C)(C)OC(=O)N1CC(CC1)NC(C1=C(C=C(C=C1)NC(=O)C=1N(C(=CN1)C1=C(C(=C(C=C1)OC)F)F)C)Cl)=O